S1C=CC2=C1C=CN2 thienopyrrole